N-(5-((4-chlorobenzyl)oxy)-1,3,4-thiadiazol-2-yl)-2-(3,6-dihydro-2H-pyran-4-yl)nicotinamide ClC1=CC=C(COC2=NN=C(S2)NC(C2=C(N=CC=C2)C=2CCOCC2)=O)C=C1